1-((5-methylpiperidin-3-yl)imino)tetrahydro-1H-1lambda6-Thiophene 1-oxide CC1CC(CNC1)N=S1(CCCC1)=O